(S)-1-(tert-butoxy)-1-oxo-3-phenylpropan-2-yl 3-((S)-1-((((9H-fluoren-9-yl)methoxy)carbonyl)amino)ethyl)bicyclo[1.1.1]pentane-1-carboxylate C1=CC=CC=2C3=CC=CC=C3C(C12)COC(=O)N[C@@H](C)C12CC(C1)(C2)C(=O)O[C@H](C(=O)OC(C)(C)C)CC2=CC=CC=C2